C12CNCC(CC1)N2C2=CC(=NC=C2)CCCOCCO 2-[3-(4-[3,8-diazabicyclo[3.2.1]oct-8-yl]pyridin-2-yl)propoxy]ethan-1-ol